(Methylamino)methanoic acid-2-methylpropane-2-yl ester CC(C)(C)OC(=O)NC